3-(3-aminophenyl)-3-(dimethylamino)-N-(3-(trifluoromethyl)phenyl)propanamide NC=1C=C(C=CC1)C(CC(=O)NC1=CC(=CC=C1)C(F)(F)F)N(C)C